4-((3-((4-methylpiperidin-1-yl)methyl)isoxazol-5-ylmethoxy)-1-oxoisoindolin-2-yl)piperidine-2,6-dione CC1CCN(CC1)CC1=NOC(=C1)COC1N(C(C2=CC=CC=C12)=O)C1CC(NC(C1)=O)=O